CC(=O)OC1=C(C=C(C=C1OC)C=O)OC The molecule is a phenyl acetate obtained by the formal condensation of the hydroxy group of syringaldehyde with acetic acid. It is a dimethoxybenzene, a member of benzaldehydes and a member of phenyl acetates. It derives from a syringaldehyde.